borane tributoxide [O-]CCCC.[O-]CCCC.[O-]CCCC.B